C(C1=CC=CC=C1)N1CC(OCC1)([2H])C1=NC=CC=C1 4-benzyl-2-(Pyridin-2-yl)morpholine-2-d